C1=CC(=C(C=C1N)N)Cl 2,4-diaminochlorobenzene